1-(4-iodophenyl)-3-(2,4-disulfophenyl)-5-(2,4-dinitrophenyl)formazan IC1=CC=C(C=C1)N=NC(=NNC1=C(C=C(C=C1)[N+](=O)[O-])[N+](=O)[O-])C1=C(C=C(C=C1)S(=O)(=O)O)S(=O)(=O)O